ClC1=NC2=CC(=CC=C2C=C1)OC[C@@H]1[C@]([C@H](C(O1)O)O)(O)C(F)(F)F (3R,4S,5R)-5-(((2-chloroquinolin-7-yl)oxy)methyl)-4-(trifluoromethyl)tetrahydrofuran-2,3,4-triol